FC1=CC=C(C=C1)C(CN1C=NC=C1)O 1-(4-fluorophenyl)-2-(1H-imidazol-1-yl)ethan-1-ol